FC1=CC=2N(C=C1)C(=CN2)C2=C1CN(C(C1=C(C=C2)NC2=NC=C(C=C2)[C@@H](C)N2CCOCC2)=O)C(=O)OC(C)(C)C tert-butyl (R)-4-(7-fluoroimidazo[1,2-a]pyridin-3-yl)-7-((5-(1-morpholinoethyl)pyridin-2-yl)amino)-1-oxoisoindoline-2-carboxylate